OC(CN(CCCC(=O)O)CC(CCCCCCCCCC)O)CCCCCCCCCC 4-[bis(2-hydroxydodecyl)amino]butanoic acid